FC(F)(F)F trifluorofluorocarbon